C(C)(C)(C)OC(=O)N[C@H]/1C=C(C\C1=C/F)C(=O)OC Methyl (S,E)-3-((tert-butoxycarbonyl)amino)-4-(fluoromethylene)cyclopent-1-ene-1-carboxylate